BrC(C(=O)NC=1SC(=CN1)OC1=CC(=C(C(=C1)F)F)F)=C (R)-2-bromo-N-(5-(3,4,5-trifluorophenoxy)thiazol-2-yl)propenamide